6-((5-cyclopentyl-1H-pyrazol-3-yl)amino)-1,5-naphthyridin-2(1H)-one C1(CCCC1)C1=CC(=NN1)NC=1N=C2C=CC(NC2=CC1)=O